ClC1=NC=C(C(=C1)C1=C(C=NC(=C1)C)C(=O)NC=1SC(=NN1)CCO)OC 2'-chloro-N-(5-(2-hydroxyethyl)-1,3,4-thiadiazol-2-yl)-5'-methoxy-6-methyl-(4,4'-bipyridine)-3-carboxamide